ClC=1C=CC(=C(C1)C1=CC(=C(N=N1)SCCO)NC1=CC(=NC=C1)NC(CN1CCNCC1)=O)F N-(4-{[6-(5-chloro-2-fluorophenyl)-3-[(2-hydroxyethyl)sulfanyl]pyridazin-4-yl]amino}pyridin-2-yl)-2-(piperazin-1-yl)acetamide